ClC1=C2C(=NN(C2=C(C=C1)N1C(=NC2=CC=C(C=C2C1=O)F)[C@H](CC1=CC(=CC(=C1)F)F)NC(OC(C)(C)C)=O)C)N(S(=O)(=O)C)CC1=CC=C(C=C1)OC tert-butyl (S)-(1-(3-(4-chloro-3-(N-(4-methoxybenzyl)methylsulfonamido)-1-methyl-1H-indazol-7-yl)-6-fluoro-4-oxo-3,4-dihydroquinazolin-2-yl)-2-(3,5-difluorophenyl)ethyl)carbamate